N-(2-methoxybenzyl)-1-(2,5-dimethoxy-4-bromophenyl)-2-aminoethane COC1=C(CNCCC2=C(C=C(C(=C2)OC)Br)OC)C=CC=C1